5,5-difluoropentanoic acid FC(CCCC(=O)O)F